5-{4-amino-5-[(3,3-difluoroazetidin-1-yl)methyl]pyrrolo[2,1-f][1,2,4]triazin-7-yl}-N-[(3R,4S)-4-fluoro-1-(2,2,2-trifluoroethanesulfonyl)pyrrolidin-3-yl]-2-(methoxy-d3)nicotinamide NC1=NC=NN2C1=C(C=C2C=2C=NC(=C(C(=O)N[C@@H]1CN(C[C@@H]1F)S(=O)(=O)CC(F)(F)F)C2)OC([2H])([2H])[2H])CN2CC(C2)(F)F